FC12CC3(CC(CC(C1)C3)C2)NC=2NC(/C(/N2)=C/C=2C=C3N=CC=NC3=CC2)=O (4Z)-2-[(3-fluoro-1-adamantyl)amino]-4-(quinoxalin-6-ylmethylene)-1H-imidazol-5-one